C(=O)(O)C=1C(=C(CN2CCN(CCNCCN(CC2)CC(=O)O)CC(=O)O)C=CC1)O 2,2'-(4-(3-carboxy-2-hydroxybenzyl)-1,4,7,10-tetraazacyclododecane-1,7-diyl)diacetic acid